(7-(4-(4-(benzo[b]thiophen-4-yl)piperazin-1-yl)butoxy)quinolin-2-yloxy)methyl ethyl carbonate C(OCOC1=NC2=CC(=CC=C2C=C1)OCCCCN1CCN(CC1)C1=CC=CC=2SC=CC21)(OCC)=O